Cl.C(C)N(S(=O)(=O)N)CC1=C(C=C(C=C1)C1=CC=NC=2NC(C=CC12)=O)F N-ethyl-N-(2-fluoro-4-(7-oxo-7,8-dihydro-1,8-naphthyridin-4-yl)benzyl)sulfamide hydrochloride